3-(5-fluoro-1-oxo-6-(trifluoromethyl)isoindolin-2-yl)piperidine-2,6-dione FC=1C=C2CN(C(C2=CC1C(F)(F)F)=O)C1C(NC(CC1)=O)=O